CNC(C=C)=O 3-(methylamino)-3-oxoprop-1-ene